C(C)(=O)NC1=CC=NN1C1=NN=C(S1)NC(=O)C1=CC(=C(C(O1)=O)OCCOC)C1=C(C=CC=C1OC)OCCC#N N-(5-(5-acetamido-1H-pyrazol-1-yl)-1,3,4-thiadiazol-2-yl)-4-(2-(2-cyanoethoxy)-6-methoxyphenyl)-3-(2-methoxyethoxy)-2-oxo-2H-pyran-6-carboxamide